tert-butyl 1-{2-[(6-chloropyrimidin-4-yl)carbamoyl]ethyl}piperidine-4-carboxylate ClC1=CC(=NC=N1)NC(=O)CCN1CCC(CC1)C(=O)OC(C)(C)C